B([O-])[O-].[Sr+2].[B+3] boron strontium boronate